5-(trifluoromethyl)pyridinecarboxamide FC(C=1C=CC(=NC1)C(=O)N)(F)F